Ethyl (2-cyano-2-(2-(3,5-dichloro-4-((1-(4-fluorobenzyl)-2-oxo-1,2-dihydropyrimidin-5-yl)oxy)phenyl)hydrazono)acetyl)carbamate C(#N)C(C(=O)NC(OCC)=O)=NNC1=CC(=C(C(=C1)Cl)OC=1C=NC(N(C1)CC1=CC=C(C=C1)F)=O)Cl